Tert-butyl 1-(tosyloxy)-3,6,9,12-tetraoxapentadecan-15-oate S(=O)(=O)(C1=CC=C(C)C=C1)OCCOCCOCCOCCOCCC(=O)OC(C)(C)C